FC1=C(CN2[C@H](CN[C@@H](C2)C)C)C=CC(=C1)F (2S,5R)-1-(2,4-difluorobenzyl)-2,5-dimethylpiperazine